1-methyl-5-phenyl-3-propyl-1H-1,2,4-triazole CN1N=C(N=C1C1=CC=CC=C1)CCC